3-cyano-N-(5-(2-fluoro-6-methoxyphenyl)-1H-pyrazolo[3,4-c]pyridin-3-yl)benzamide C(#N)C=1C=C(C(=O)NC2=NNC3=CN=C(C=C32)C3=C(C=CC=C3OC)F)C=CC1